ClC=1N(N=C2C=CC(=C(C12)Cl)B(O)O)C (3,4-dichloro-2-methyl-2H-indazol-5-yl)boronic acid